3-(difluoromethyl)-2-fluoroaniline FC(C=1C(=C(N)C=CC1)F)F